Cl.NC1CC(C1)(C(=O)O)F 3-Amino-1-fluorocyclobutane-1-carboxylic acid hydrochloride